1,2,3,3a,4,6a-hexahydropentalen-2-ol C1C(CC2CC=CC12)O